2-hydroxyethyl 2-(3,5-dichlorophenyl)-4-methylazole-5-carboxylate ClC=1C=C(C=C(C1)Cl)C=1NC(=C(C1)C)C(=O)OCCO